racemic-vinyl-zirconium dichloride [Cl-].[Cl-].C(=C)[Zr+2]